6-Oxaspiro[4.5]decane C1CCCC12OCCCC2